NCC=1C=C(C=CC1)C=1C=C2C(=CN(C2=CC1)S(=O)(=O)C1=CC=C(C)C=C1)COC1=C(C=CC=C1)CC(=O)OCC ethyl 2-(2-((5-(3-(aminomethyl)phenyl)-1-tosyl-1H-indol-3-yl)methoxy)phenyl)acetate